NC1=CC(=C(OC=2C=CC(N(C2)CC2=CC=CC=C2)=O)C(=C1)Cl)Cl 5-(4-Amino-2,6-dichlorophenoxy)-1-benzyl-pyridin-2(1H)-one